N1=C(C=NC(=C1)CCO)CCO 2,2'-(pyrazine-2,5-diyl)diethanol